5-[1-[[5-[5-(Difluoromethyl)-1,3,4-oxadiazol-2-yl]-3-fluoropyridin-2-yl]methyl]triazol-4-yl]-1-methylbenzimidazol-2-amine FC(C1=NN=C(O1)C=1C=C(C(=NC1)CN1N=NC(=C1)C1=CC2=C(N(C(=N2)N)C)C=C1)F)F